CN1N=C(C=C1C)NC1=NC=C(C(=N1)C1=CNC2=C(C=CC=C12)N1C(C2=CC=CC(=C2C1)NC(=O)C1=COC=C1)=O)C N-(2-(3-(2-((1,5-dimethyl-1H-pyrazol-3-yl)amino)-5-methylpyrimidin-4-yl)-1H-indol-7-yl)-1-oxoisoindolin-4-yl)furan-3-carboxamide